4-((cyclopropylamino)methyl)benzoic acid methyl ester COC(C1=CC=C(C=C1)CNC1CC1)=O